FC(C1CCN(CC1)S(=O)(=O)N[C@@H]([C@@H](C)C1=C(C(=CC=C1F)C)C)C=1OC(NN1)=O)F 4-(difluoromethyl)-N-((1S,2S)-2-(6-fluoro-2,3-dimethylphenyl)-1-(5-oxo-4,5-dihydro-1,3,4-oxadiazol-2-yl)propyl)piperidine-1-sulfonamide